ClC1=CC=C2C(=CC(=NC2=C1)C=1C=CC(=C(C(=O)OC)C1)OC)N1C=NC=C1 Methyl 5-(7-chloro-4-(1H-imidazol-1-yl) quinolin-2-yl)-2-methoxybenzoate